(R)-N-(7-((4-((1-(3-Bromophenyl)ethyl)amino)-6-methoxy-2-methylquinazolin-7-yl)oxy)heptyl)-2-(4-phenoxyphenyl)acetamide BrC=1C=C(C=CC1)[C@@H](C)NC1=NC(=NC2=CC(=C(C=C12)OC)OCCCCCCCNC(CC1=CC=C(C=C1)OC1=CC=CC=C1)=O)C